C(#C)C=1C=C(C=CC1)NC1=NC=NC2=CC(=C(C=C12)OCCCl)OCCCl 4-(3-ethynylphenylamino)-6,7-bis(2-chloroethoxy)quinazoline